(E)-4-(4-methoxyphenyl)-4-oxobut-2-enoic acid COC1=CC=C(C=C1)C(/C=C/C(=O)O)=O